C(#N)C1=CC=C2C(=NC(=NC2=C1)N1CC2(CN(C2)C(C=C)=O)CC1)N[C@H](CC(=O)NC)CC(C)C (3S)-3-((7-cyano-2-(2-(2-propenoyl)-2,6-diazaspiro[3.4]octan-6-yl)-4-quinazolinyl)amino)-N,5-dimethyl-hexanamide